N-(4-cyanobenzyl)-6-formyl-2-oxo-1,2-dihydropyridine-3-carboxamide C(#N)C1=CC=C(CNC(=O)C=2C(NC(=CC2)C=O)=O)C=C1